2-(5-(1-(3,5-dichloropyridin-4-yl)ethoxy)-1-(tetrahydro-2H-pyran-2-yl)-1H-indazol-3-yl)-4,6-dihydropyrrolo[3,4-d]imidazole-5(1H)-carboxylic acid tert-butyl ester C(C)(C)(C)OC(=O)N1CC=2NC(=NC2C1)C1=NN(C2=CC=C(C=C12)OC(C)C1=C(C=NC=C1Cl)Cl)C1OCCCC1